2-[[4-(2-fluoro-4-nitro-phenoxy)-2-isopropyl-pyrrolo[2,3-b]pyridin-1-yl]methoxy]ethyl-trimethyl-silane FC1=C(OC2=C3C(=NC=C2)N(C(=C3)C(C)C)COCC[Si](C)(C)C)C=CC(=C1)[N+](=O)[O-]